C1(CC1)OC1=NC=CC=C1C=1C=NN2C1N=C(C(=C2)C)N2CCNCC2 3-[2-(cyclopropoxy)-3-pyridyl]-6-methyl-5-piperazin-1-yl-pyrazolo[1,5-a]pyrimidine